nickel indium chromium aluminum [Al].[Cr].[In].[Ni]